N-methyl-N-{[(3R,5aS,6R,8aS,9R,10S,12R,12aR)-3,6,9-trimethyldecahydro-12H-3,12-epoxypyrano[4,3-j][1,2]benzodioxepin-10-yl]methyl}benzamide CN(C(C1=CC=CC=C1)=O)C[C@@H]1[C@@H]([C@@H]2CC[C@H]([C@@H]3CC[C@]4(OO[C@]32[C@H](O1)O4)C)C)C